3-(2-(tert-butyl)phenyl)-2,4-dioxo-3,4-dihydroquinazolin C(C)(C)(C)C1=C(C=CC=C1)N1C(NC2=CC=CC=C2C1=O)=O